monohydroxy-hexamethoxyflavone Ethyl-(3-benzyl-5-(2,6-difluorophenyl)pyrazin-2-yl)phenylalaninate C(C)N([C@@H](CC1=CC=CC=C1)C(=O)O)C1=NC=C(N=C1CC1=CC=CC=C1)C1=C(C=CC=C1F)F.OC=1C(=C(C=2OC3=C(C(=C(C(=C3C(C2OC)=O)OC)OC)OC)OC)C=CC1)OC